2-bromo-N-(((1R*,3R*)-3-(methylamino)-1-(pyridin-3-yl)cyclopentyl)methyl)-5-(trifluoromethyl)pyrazolo[1,5-a]pyrimidin-7-amine BrC1=NN2C(N=C(C=C2NC[C@]2(C[C@@H](CC2)NC)C=2C=NC=CC2)C(F)(F)F)=C1 |o1:11,13|